ClC1=C2C=CNC2=CC(=C1)NC1=NC2=C(N1)C=CC(=C2)C2CN(CCC2)C(=O)OC(C)(C)C tert-butyl 3-{2-[(4-chloro-1H-indol-6-yl)amino]-1H-1,3-benzodiazol-5-yl}piperidine-1-carboxylate